C(C1=CC(=C(C(=C1)C)N1C(C=CC1=O)=O)CC)C1=CC(=C(C(=C1)C)N1C(C=CC1=O)=O)CC 1,1'-(methylenebis(2-ethyl-6-methyl-4,1-phenylene))bis(1H-pyrrole-2,5-dione)